FC1=CC2=C(N(CN(C2=O)C=2C(=NC(=CC2)OC)C)C2=C(C=C(C=C2)F)C)N=C1OC 6-fluoro-1-(4-fluoro-2-methylphenyl)-7-methoxy-3-(6-methoxy-2-methylpyridin-3-yl)-2,3-dihydropyrido[2,3-d]pyrimidin-4(1H)-one